CN1CC(CC1)CC(=O)OC[C@@H]1C[C@H]2N(CCC3=CC(=C(C=C23)OC)OC)C[C@H]1CC(C)C [(2R,3S,11bR)-9,10-dimethoxy-3-(2-methylpropyl)-1H,2H,3H,4H,6H,7H,11bH-pyrido[2,1-a]isoquinolin-2-yl]methyl 2-(1-methylpyrrolidin-3-yl)acetate